5-(3-chlorobenzylidene)-2,2-dimethyl-1,3-dioxane-4,6-dione ClC=1C=C(C=C2C(OC(OC2=O)(C)C)=O)C=CC1